(1R,3S)-3-(3-bromo-1-((2-(trimethylsilyl)ethoxy)methyl)-1H-pyrazol-5-yl)cyclopentyl (4-nitrophenyl) carbonate C(O[C@H]1C[C@H](CC1)C1=CC(=NN1COCC[Si](C)(C)C)Br)(OC1=CC=C(C=C1)[N+](=O)[O-])=O